Cl.FC1(C=NC=C1)F 3,3-difluoropyrrole hydrochloride